FC1=C(N)C=CC(=C1)C1=NN(C=N1)C1=CC=C(C=C1)C 2-fluoro-4-(1-(p-tolyl)-1H-1,2,4-triazol-3-yl)aniline